2-amino-2-(2-(2-(benzofuran-2-yl)pyrrolidin-1-yl)ethyl)-6-boronohexanoic acid NC(C(=O)O)(CCCCB(O)O)CCN1C(CCC1)C=1OC2=C(C1)C=CC=C2